methyl 5-chloro-3-(methylamino)-2-((2-(trimethylsilyl) ethoxy) methyl)-2H-pyrazolo[4,3-b]pyridine-7-carboxylate ClC=1C=C(C=2C(N1)=C(N(N2)COCC[Si](C)(C)C)NC)C(=O)OC